CN(C)CC=1N=CN(C1)C1=CC=C(C(=N1)OC)NC(=O)C=1C(=NOC1C)C1=CC=CC=C1 [6-[4-[(dimethylamino)methyl]imidazol-1-yl]-2-methoxy-3-pyridinyl]-5-methyl-3-phenyl-isoxazole-4-carboxamide